(7-Chloro-1H-benzo[d]imidazol-2-yl)(2,5-dimethyl-7,8-dihydropyrido[4,3-d]pyrimidin-6(5H)-yl)methanone ClC1=CC=CC2=C1NC(=N2)C(=O)N2C(C1=C(N=C(N=C1)C)CC2)C